7-(6-(2-hydroxypropan-2-yl)pyridin-3-yl)-1-((1R*,4R*)-4-methoxycyclohexyl)-3,4-dihydropyrazino[2,3-b]pyrazin-2(1H)-one OC(C)(C)C1=CC=C(C=N1)C1=CN=C2C(=N1)N(C(CN2)=O)C2CCC(CC2)OC